1-(2,2-dimethoxyethyl)-5-ethoxy-6-(ethoxycarbonyl)-4-oxo-1,4-dihydropyridine-3-formic acid COC(CN1C=C(C(C(=C1C(=O)OCC)OCC)=O)C(=O)O)OC